FC1=CC=2C(C3=CC(=CC=C3C2C=C1)F)=O 2,7-difluoro-9-fluorenone